CN1C(CN(C(C1)C=1SC2=C(N1)C=C(C=C2)C2=NC[C@H](CC2)C)C)=O 1,4-dimethyl-5-(5-((S)-5-methyl-3,4,5,6-tetrahydropyridin-2-yl)benzo[d]thiazol-2-yl)piperazin-2-one